[C@H](C)(CC)OC1=NC=2N(C=C1C(=O)NC=1C(N(C=CC1)C1CC1)=O)C=C(N2)C21COC(C2)(C1)CF (S)-7-(sec-Butoxy)-N-(1-cyclopropyl-2-oxo-1,2-dihydropyridin-3-yl)-2-(1-(fluoromethyl)-2-oxabicyclo[2.1.1]Hex-4-yl)imidazo[1,2-a]Pyrimidine-6-carboxamide